O1C(CCC1)C=1C=C(C=CC1)C(C)N 1-(3-(tetrahydrofuran-2-yl)phenyl)ethylamine